2-(benzyloxy)-4-fluorobenzoic acid C(C1=CC=CC=C1)OC1=C(C(=O)O)C=CC(=C1)F